CN(C/C=C/C(=O)N1CC=2N(C[C@@H]1C)N=C(C2C2=CC=NC=C2)C=2C=C(C#N)C=CC2)C 3-[(6S)-5-[(2E)-4-(dimethylamino)but-2-enoyl]-6-methyl-3-(pyridin-4-yl)-4,5,6,7-tetrahydropyrazolo[1,5-a]pyrazin-2-yl]benzonitrile